O1[C@H](C1)COC1=CC=[N+](C2=CC(=CC=C12)C1=CC=NN1C1OCCCC1)[O-] 4-(((R)-oxiran-2-yl)methoxy)-7-(1-(tetrahydro-2H-pyran-2-yl)-1H-pyrazol-5-yl)quinoline 1-oxide